O=C(CCN1CCOCC1)OC1=C(C(=CC(=C1)CCCCC)OC)C\C=C(/C)\CCC=C(C)C N-{3-oxo-3-[(2-geranyl-3-methoxy-5-pentylphenyl)oxy]propyl}morpholine